N-(4-(1-cyano-2'-oxo-1',4'-dihydro-2'H-spiro[pyrrolidine-3,3'-quinolin]-7'-yl)phenyl)acetamide C(#N)N1CC2(C(NC3=CC(=CC=C3C2)C2=CC=C(C=C2)NC(C)=O)=O)CC1